CC1=NOC(=C1C1=CC=CC(=N1)C1(C=C(C(C2(CC2)C1)=O)C#N)OC)C 7-(6-(3,5-dimethylisoxazol-4-yl)pyridin-2-yl)-7-methoxy-4-oxospiro[2.5]oct-5-ene-5-carbonitrile